N,N-dimethyl-3-thiopyridinecarboxamide CN(C(=S)C=1C=NC=CC1)C